COC([C@@](C(=O)O)(OC)C(=O)C=1C(=CC=CC1)C)C(=O)O R-dimethyl-toluoyl-tartaric acid